1,3,2-dioxaborole O1BOC=C1